C([C@@H]1[C@H]([C@@H]([C@H]([C@H](O1)O)O)O)O)S(=O)(=O)[O-] α-Sulfoquinovose